C[C@@H]1O[C@@H](CN(C1)C1=NC=CC(=N1)C1=NC2=CC(=NC=C2C=C1)CNC(=O)C=1C=CC2=C(S(C=C(N2)O)(=O)=O)C1)C N-((2-(2-((cis)-2,6-dimethylmorpholino)pyrimidin-4-yl)-1,6-naphthyridin-7-yl)methyl)-3-hydroxy-4H-benzo[b][1,4]thiazine-7-carboxamide 1,1-dioxide